N1=C(C=CC=C1)N1CCN(CC1)C(=O)C1CCC2(CNC2)CC1 (4-(pyridin-2-yl)piperazin-1-yl)(2-azaspiro[3.5]nonan-7-yl)methanone